C(#N)CCO[C@@](C(CN)O)(O)PN(C(C)C)C(C)C (E)-cyanoethoxydiisopropylaminophosphino-(R)-3-amino-1,2-propanediol